C([13CH3])(=O)C1=CC=CC=C1 acetophenone-2-13C